F[C@@H]1[C@@H](CN(C1)C1=NO[C@@H](C1)C1=NC=C(C=C1C1=C(C=C(C=C1F)F)F)C)NS(N(C)C)(=O)=O N'-[(3R,4S)-4-fluoro-1-{(5S)-5-[5-methyl-3-(2,4,6-trifluorophenyl)pyridin-2-yl]-4,5-dihydro-1,2-oxazol-3-yl}pyrrolidin-3-yl]-N,N-dimethylsulfuric diamide